5-benzoyl-1-methoxy-2,3-dihydro-1H-pyrrolizine-1-carboxylic acid C(C1=CC=CC=C1)(=O)C=1N2CCC(C2=CC1)(C(=O)O)OC